C(#N)[C@H]1N(CSC1)C(CNC(=O)C1=CC=NC2=CC=C(C=C12)N1CC(C(CC1)(F)F)(C)C)=O (R)-N-(2-(4-cyanothiazolidin-3-yl)-2-oxoethyl)-6-(4,4-difluoro-3,3-dimethyl-piperidin-1-yl)quinoline-4-carboxamide